t-butyl-8-bromo-6-((1-methylpiperidin-4-yl)oxy)-3,4-dihydroisoquinoline-2(1H)-carboxylate C(C)(C)(C)OC(=O)N1CC2=C(C=C(C=C2CC1)OC1CCN(CC1)C)Br